(1R,3S,4R)-N-((R)-1-cyano-2-((R)-2-oxopiperidin-3-yl)ethyl)-5,5-difluoro-2-(9-hydroxy-9H-fluorene-9-carbonyl)-2-azabicyclo[2.2.2]octane-3-carboxamide C(#N)[C@@H](C[C@@H]1C(NCCC1)=O)NC(=O)[C@H]1N([C@H]2CC([C@@H]1CC2)(F)F)C(=O)C2(C1=CC=CC=C1C=1C=CC=CC21)O